C(#N)CC1(CCN(CC1)CC1=C(C=C(C(=C1)O)C1=CC=CC=C1)F)N1N=C(C(=C1)C(=O)N)NC(=O)C1CC1 1-[4-(cyanomethyl)-1-[(2-fluoro-5-hydroxy-4-phenyl-phenyl)methyl]-4-piperidyl]-3-(cyclopropanecarbonylamino)pyrazole-4-carboxamide